ClC=1C=C2C(=NN1)N(C([C@@]1(N2CCN(C1)C(=O)OC(C)(C)C)C(F)F)=O)C(=O)OC(C)(C)C di-tert-butyl (R)-2-chloro-6a-(difluoromethyl)-6-oxo-6a,7,9,10-tetrahydro-5H-pyrazino[1',2':4,5]pyrazino[2,3-c]pyridazine-5,8(6H)-dicarboxylate